methyl 4-amino-1-(4-(difluoromethoxy)phenyl)-2-oxo-7-(trifluoromethyl)-1,2-dihydroquinoline-3-carboxylate NC1=C(C(N(C2=CC(=CC=C12)C(F)(F)F)C1=CC=C(C=C1)OC(F)F)=O)C(=O)OC